NC1=CC(=C(C2=CC=CC=C12)OC=1N=CSC1C(C)=O)C 1-[4-[(4-Amino-2-methyl-1-naphthyl)oxy]thiazol-5-yl]ethanone